methyl 3-ethoxypropionate (methyl 3-ethoxy propionate) CC(C(=O)O)COCC.C(C)OCCC(=O)OC